(6-(8-oxa-3-azabicyclo[3.2.1]oct-3-yl)-4-(3-oxa-8-azabicyclo[3.2.1]oct-8-yl)pyridazin-3-yl)methylamine C12CN(CC(CC1)O2)C2=CC(=C(N=N2)CN)N2C1COCC2CC1